2-cyclohexyl-N-(2-(naphthalen-2-yl)benzyl)ethanamine hydrochloride Cl.C1(CCCCC1)CCNCC1=C(C=CC=C1)C1=CC2=CC=CC=C2C=C1